FC=1C(=NC(=NC1)NC1=NC(=C(C(=O)N2CCC(CC2)=O)C=C1)C)C=1C=C(C2=C(N(C(=N2)C)C(C)C)C1)F 1-(6-((5-fluoro-4-(4-fluoro-1-isopropyl-2-methyl-1H-benzo[d]imidazol-6-yl)pyrimidin-2-yl)amino)-2-methylnicotinoyl)piperidin-4-one